NC/C(=C/CO)/C1=CC(=CC=C1)Cl (2E)-4-amino-3-(3-chlorophenyl)but-2-en-1-ol